C([C@@H]1[C@H]([C@@H]([C@@H](O1)O[C@H]2[C@@H]([C@H](O[C@@H]2OC[C@@H]3[C@H]([C@@H]([C@H](O3)OC[C@@H]4[C@H]([C@@H]([C@H](O4)OC[C@@H]5[C@H]([C@@H]([C@H](O5)OC[C@@H]6[C@H]([C@@H]([C@H](O6)OC[C@@H]7[C@H]([C@@H]([C@H](O7)OC[C@@H]8[C@H]([C@@H](C(O8)O)O)O)O)O)O)O)O)O)O)O)O)O)CO)O)O)O)O The molecule is an octasaccharide composed of eight arabinofuranose residues in a beta(1->2), alpha(1->5), alpha(1->5), alpha(1->5), alpha(1->5), alpha(1->5) and alpha(1->5) linear sequence.